NC1=CC(=C2C(C(CO2)([2H])[2H])=C1C#N)C1=CC=C(C=C1)C(C)C 5-Amino-3,3-dideuterio-7-(4-isopropylphenyl)-2H-benzofuran-4-carbonitrile